O1CCN(CC1)CC#CC1=CC=C(C=C1)C1=CC(=NO1)CN1C(=NC=C1)C(C)O 1-(1-((5-(4-(3-morpholinopropan-1-yn-1-yl)phenyl)isoxazol-3-yl)methyl)-1H-imidazol-2-yl)ethan-1-ol